(6-{7-[2-(4-methyl-piperazin-1-yl)-ethoxy]-imidazo[1,2-a]pyridin-3-yl}-pyrimidin-4-yl)-[4-(1-methyl-1H-pyrazol-4-yl)-benzyl]-amine CN1CCN(CC1)CCOC1=CC=2N(C=C1)C(=CN2)C2=CC(=NC=N2)NCC2=CC=C(C=C2)C=2C=NN(C2)C